ClC=1C=C(C=CC1Cl)S(=O)(=O)NC1=CC=C(C=C1)NC(OC(C)(C)C)=O tert-butyl (4-((3,4-dichlorophenyl)sulfonamido)phenyl)carbamate